ClC1=CC=2NC3N(CCN(C3)C(C(COCC3NCC3)O)=O)C2N=C1 2-((3-(3-chloro-5a,6,8,9-tetrahydropyrido[3',2':4,5]imidazo[1,2-a]pyrazin-7(5H)-yl)-2-hydroxy-3-oxopropoxy)methyl)azetidin